6-(4-(1-acryloylpiperidin-3-yl)-6-chloropyridin-2-yl)-N-methylpyrimidine-4-carboxamide C(C=C)(=O)N1CC(CCC1)C1=CC(=NC(=C1)Cl)C1=CC(=NC=N1)C(=O)NC